ClC1=C(C(=CC=C1Cl)O)C(NC(C)=O)C1=CC=NC=C1 N-[(2,3-dichloro-6-hydroxyphenyl)(pyridin-4-yl)methyl]acetamide